(E)-5-(2-fluoro-6-hydroxy-3-(pyrrolidin-3-ylidenemethyl)phenyl)-1,2,5-thiadiazolidin-3-one 1,1-dioxide FC1=C(C(=CC=C1/C=C\1/CNCC1)O)N1CC(NS1(=O)=O)=O